[Cl-].FC(C=1C=C(CN2C(=[N+]([C@H]([C@@H]2C2=CC=CC=C2)C2=CC=CC=C2)CC2=CC(=CC(=C2)C(F)(F)F)C(F)(F)F)N=C2N[C@H]([C@@H](N2)C2=CC=CC=C2)C2=CC=CC=C2)C=C(C1)C(F)(F)F)(F)F (4S,5S)-1,3-bis(3,5-bis(trifluoromethyl)benzyl)-2-(((4S,5S)-4,5-diphenylimidazolidin-2-ylidene)amino)-4,5-diphenyl-4,5-dihydro-1H-imidazol-3-ium chloride